sodium hydroxymethanesulfinic acid OCS(=O)O.[Na]